COC(=O)C1=NC=NC(=C1)NC1=C(C=CC=C1)OC 6-((2-methoxyphenyl)amino)pyrimidine-4-carboxylic acid methyl ester